N-[6-(5-Chloro-2-Fluorophenyl)Pyridazin-4-yl]-7-[3-(3-Methyl-1,3-Diazinan-1-yl)Propoxy]Quinolin-4-Amin ClC=1C=CC(=C(C1)C1=CC(=CN=N1)NC1=CC=NC2=CC(=CC=C12)OCCCN1CN(CCC1)C)F